C(C)(=O)C1=CC=C(C=N1)C1=NN(C=2C1=NC(=C(C2)OC)C2=C1CCCC1=CC=C2)C(=O)OC(C)(C)C tert-butyl 3-(6-acetylpyridin-3-yl)-5-(2,3-dihydro-1H-inden-4-yl)-6-methoxy-1H-pyrazolo[4,3-b]pyridine-1-carboxylate